4-(3-methylmorpholin-4-yl)-6-[4-methylsulfonyl-2-(trifluoromethyl)piperazin-1-yl]-1H-pyridin-2-one CC1N(CCOC1)C1=CC(NC(=C1)N1C(CN(CC1)S(=O)(=O)C)C(F)(F)F)=O